methyl 4-amino-5-iodo-1-(oxazolidin-4-yl)-6-oxo-1,6-dihydropyridine-3-carboxylate NC=1C(=CN(C(C1I)=O)C1NCOC1)C(=O)OC